(R)-4-methoxy-6-(4-((3-(4-methyl-1-oxo-1,3-dihydroisobenzofuran-5-yl)piperazin-1-yl)methyl)-1H-1,2,3-triazol-1-yl)pyridine-3-carbonitrile COC1=C(C=NC(=C1)N1N=NC(=C1)CN1C[C@H](NCC1)C=1C(=C2COC(C2=CC1)=O)C)C#N